FC=1C=C(C=CC1)C1=C(C=CC(=N1)C(=O)N[C@H](CO)C)OC1=CC=C(C=C1)C(F)(F)F 6-(3-Fluorophenyl)-N-[(2S)-1-hydroxypropan-2-yl]-5-[4-(trifluoromethyl)phenoxy]pyridine-2-carboxamide